[Si](C)(C)(C(C)(C)C)OCCN1N=C2C(C(=NC=3C=C(C=CC23)C2=CC=NN2C2OCCCC2)N)=C1 (2-((tert-Butyldimethylsilyl)oxy)ethyl)-7-(1-(tetrahydro-2H-pyran-2-yl)-1H-pyrazol-5-yl)-2H-pyrazolo[4,3-c]quinolin-4-amine